O1C(CCCC1)OCC12CCC(CC1)(CC2)C(=O)OC methyl 4-(((tetrahydro-2H-pyran-2-yl)oxy)methyl)bicyclo[2.2.2]octane-1-carboxylate